O[C@@H]1C[C@@H](CCC1)NC1=NC(=NC=C1C(=O)N)NC1CCC(CC1)OC([2H])([2H])[2H] 4-((1R,3S)-3-hydroxycyclohexylamino)-2-((1r,4R)-4-((2H3)methyloxy)-cyclohexylamino)pyrimidine-5-carboxamide